(3S)-3-(1,4-Dimethyl-1H-benzotriazol-5-yl)-3-{7-[(6'-hydroxy-3'H-spiro[cyclopropane-1,2'-pyrido[3,4-f][1,4]oxazepin]-4'(5'H)-yl)methyl]-1-benzothiophen-5-yl}propanoic acid CN1N=NC2=C1C=CC(=C2C)[C@@H](CC(=O)O)C=2C=C(C1=C(C=CS1)C2)CN2CC1(OC3=C(C2)C(=NC=C3)O)CC1